C(CC)O[C@@H](C=O)[C@H](O)[C@H](O)CO O-propylribose